5-ethyl-2-methoxy-N-(4-methoxy-6-(3-(4-propioloylpiperazin-1-yl)phenyl)benzo[d]isoxazol-3-yl)benzenesulfonamide C(C)C=1C=CC(=C(C1)S(=O)(=O)NC1=NOC2=C1C(=CC(=C2)C2=CC(=CC=C2)N2CCN(CC2)C(C#C)=O)OC)OC